C(C)(C)(C)C=1C=C(C=C(C1)C(C)(C)C)C1=CC(=CC=C1)C1=NC(=NC(=N1)C1=CC=CC=C1)C1=CC=CC=C1 2-{(3',5'-di-t-butyl)-1,1'-biphenyl-3-yl}-4,6-diphenyl-1,3,5-triazine